ClC=1C=CC(=C2C=NN(C(C12)=O)C)C(=C)C1CC2(CN(C2)C(=O)OC(C)(C)C)C1 tert-butyl 6-[1-(8-chloro-2-methyl-1-oxo-phthalazin-5-yl)vinyl]-2-azaspiro[3.3]heptane-2-carboxylate